2-(5-chloropyridin-2-yl)-2,2-difluoroethane-1-amine dihydrochloride Cl.Cl.ClC=1C=CC(=NC1)C(CN)(F)F